CC1=CC(=NN1C1=CC=C(C=C1)CC1=CC=C(C=C1)C=1C=NC(=CC1)CN1CCNCC1)C(=O)N 5-methyl-1-(4-(4-(6-(piperazin-1-ylmethyl)pyridin-3-yl)benzyl)phenyl)-1H-pyrazole-3-carboxamide